C(=O)O.FC1=CC=2C(=C3N(C2C=C1)CCC3)C(=O)NCC=3N=CNC3C 7-fluoro-N-((5-methyl-1H-imidazol-4-yl)methyl)-2,3-dihydro-1H-pyrrolo[1,2-a]indole-9-carboxamide formate